(1R,2S,5S)-N-((S)-1-Cyano-2-(6-methyl-2-oxo-1,2-dihydroquinolin-3-yl)ethyl)-6,6-dimethyl-3-(2-(3-(trifluoromethyl)-1H-pyrazol-5-yl)acetyl)-3-azabicyclo[3.1.0]hexane-2-carboxamide C(#N)[C@H](CC=1C(NC2=CC=C(C=C2C1)C)=O)NC(=O)[C@@H]1[C@H]2C([C@H]2CN1C(CC1=CC(=NN1)C(F)(F)F)=O)(C)C